4-(3-bromophenyl)sulfonyl-1,5-dimethyl-N-[(1-methylindazol-7-yl)methyl]pyrrole-2-carboxamide BrC=1C=C(C=CC1)S(=O)(=O)C=1C=C(N(C1C)C)C(=O)NCC=1C=CC=C2C=NN(C12)C